N-(3-((5-chloro-4-((1-methyl-1H-pyrazol-4-yl)amino)pyrimidin-2-yl)amino)-4-methylphenyl)acetamide ClC=1C(=NC(=NC1)NC=1C=C(C=CC1C)NC(C)=O)NC=1C=NN(C1)C